Racemic-10-(4-cyclobutylphenyl)-6-(2,6-dimethylphenyl)-2,2-dioxo-9-oxa-2λ6-thia-3,5,12,19-tetrazatricyclo[12.3.1.14,8]nonadeca-1(18),4(19),5,7,14,16-hexaen-13-one C1(CCC1)C1=CC=C(C=C1)[C@H]1OC2=CC(=NC(NS(C=3C=CC=C(C(NC1)=O)C3)(=O)=O)=N2)C2=C(C=CC=C2C)C |r|